3-(4-fluoropiperidin-1-yl)propan-1-amine FC1CCN(CC1)CCCN